C(C)OC(=O)C=1N=NC2=C(N1)C=C(C=C2C2=CC=C1C(=N2)NC=C1)C 6-methyl-8-(1H-pyrrolo[2,3-b]pyridin-6-yl)benzo[e][1,2,4]triazine-3-carboxylic acid ethyl ester